BrC=1C=C2C(C(=COC2=CC1)C=O)=O 6-BROMO-3-FORMYLCHROMONE